tert-butyl 4-[8-([8-fluoro-2-methylimidazo[1,2-a]pyridin-6-yl]carbamoyl)cinnolin-4-yl]piperazine-1-carboxylate FC=1C=2N(C=C(C1)NC(=O)C=1C=CC=C3C(=CN=NC13)N1CCN(CC1)C(=O)OC(C)(C)C)C=C(N2)C